CC1(OB(OC1(C)C)C1=CC=C2C=CC=NC2=C1)C 7-(4,4,5,5-tetramethyl-1,3,2-dioxaborolan-2-yl)quinoline